CC1=NOC(=C1C1=C(C(=NC(=N1)C1=CC(=CC=C1)OC[C@H](CNC)O)NC1CCN(CC1)C(=O)OC)C)C methyl 4-(6-(3,5-dimethylisoxazol-4-yl)-2-(3-((S)-2-hydroxy-3-(methylamino)propoxy)phenyl)-5-methylpyrimidin-4-ylamino)piperidine-1-carboxylate